O1COC2=C1C=CC=C2N benzo[d][1,3]dioxolane-4-amine